(4-iodo-2-pyrrolidin-1-ylphenyl)-(4-methyl-2-phenylpiperazin-1-yl)methanone IC1=CC(=C(C=C1)C(=O)N1C(CN(CC1)C)C1=CC=CC=C1)N1CCCC1